(S)-5,6-dichloro-1'-(1-methyl-6-oxo-1,6-dihydropyridine-3-carbonyl)spiro[indoline-3,3'-pyrrolidin]-2-one ClC=1C=C2C(=CC1Cl)NC([C@]21CN(CC1)C(=O)C1=CN(C(C=C1)=O)C)=O